C[C@@H]1CCC=2N=CN=C(C21)N2CCN(CC2)C(=O)OC(C)(C)C tert-butyl (R)-4-(5-methyl-6,7-dihydro-5H-cyclopenta[d]pyrimidin-4-yl)piperazine-1-carboxylate